4,4'-(((5-methyl-1,3-phenylene)bis(methylene))bis(oxy))bis(3-methoxybenzamidine) dihydrochloride Cl.Cl.CC=1C=C(C=C(C1)COC1=C(C=C(C(=N)N)C=C1)OC)COC1=C(C=C(C(=N)N)C=C1)OC